lithium phenylindene C1(=CC=CC=C1)C1C=CC2=CC=CC=C12.[Li]